O=C1NC(CCC1C=1C=CC(=NC1)N1CCC(CC1)CC(=O)N1CCC(CC1)(C(=O)O)C)=O 1-(2-{1-[5-(2,6-DIOXOPIPERIDIN-3-YL)PYRIDIN-2-YL]PIPERIDIN-4-YL}ACETYL)-4-METHYLPIPERIDINE-4-CARBOXYLIC ACID